(S)-N-(3-(1-((4-methyl-4H-1,2,4-triazol-3-yl)thio)ethyl)phenyl)-5-(2-(methylamino)-2-oxoethoxy)quinoline-2-carboxamide CN1C(=NN=C1)S[C@@H](C)C=1C=C(C=CC1)NC(=O)C1=NC2=CC=CC(=C2C=C1)OCC(=O)NC